C1(=CC=CC=C1)C(O)(C1C(OCO1)C(O)(C1=CC=CC=C1)C1=CC=CC=C1)C1=CC=CC=C1 tetraphenyldioxolane-4,5-dimethanol